5-(indolin-1-ylsulfonyl)-2-methoxy-N-(m-tolyl)benzamide N1(CCC2=CC=CC=C12)S(=O)(=O)C=1C=CC(=C(C(=O)NC=2C=C(C=CC2)C)C1)OC